ClC=1C=C(C=CC1Cl)NC1N(C(=NC(=N1)N)N1CCOCC1)C1=C(C=CC=C1)OC N-(3,4-Dichlorophenyl)-N1-(2-methoxyphenyl)-6-morpholin-4-yl-[1,3,5]triazine-2,4-diamine